CC1=CC=C(C=C1)S(=O)(=O)[O-] para-Methylbenzenesulfonate